5-[6-(1,1-difluoroethyl)-6-methyl-5-oxo-1,2,3,7-tetrahydropyrazolo[1,2-a]pyrazol-3-yl]pyridine-3-carbonitrile FC(C)(F)C1(C(N2N(C1)CCC2C=2C=C(C=NC2)C#N)=O)C